2-(5-(4-(4-chloro-2-fluoro-3-(1-methyl-1H-benzo[d]imidazol-2-yl)phenyl)piperazin-1-yl)pyridin-2-yl)propan-2-ol ClC1=C(C(=C(C=C1)N1CCN(CC1)C=1C=CC(=NC1)C(C)(C)O)F)C1=NC2=C(N1C)C=CC=C2